5-{2-amino-[1,2,4]triazolo[1,5-a]pyridin-7-yl}-N-{[2-(cyclopropylmethoxy)-3,5-difluorophenyl]methyl}-2-methoxypyridine-3-carboxamide NC1=NN2C(C=C(C=C2)C=2C=C(C(=NC2)OC)C(=O)NCC2=C(C(=CC(=C2)F)F)OCC2CC2)=N1